COC(=O)N1CC2(C3=C(C(NC2)=O)C(=C(N3)C3=C(C=NC=C3)F)NC3=C(C(=CC=C3)Cl)OC)C1 3'-[(3-chloro-2-methoxyphenyl)amino]-2'-(3-fluoropyridin-4-yl)-4'-oxo-5',6'-dihydro-1'H-spiro[azetidine-3,7'-pyrrolo[3,2-c]pyridine]-1-carboxylic acid methyl ester